9'-(4-(4-(2,6-diphenylpyrimidin-4-yl)phenyl)pyridin-3-yl)-9'H-9,3':6',9''-tercarbazole C1(=CC=CC=C1)C1=NC(=CC(=N1)C1=CC=C(C=C1)C1=C(C=NC=C1)N1C2=CC=C(C=C2C=2C=C(C=CC12)N1C2=CC=CC=C2C=2C=CC=CC12)N1C2=CC=CC=C2C=2C=CC=CC12)C1=CC=CC=C1